O=C1NC(CCC1N1C(C2=CC=C(C=C2C1=O)N1CCC(CC1)CC=O)=O)=O 2-[1-[2-(2,6-dioxo-3-piperidyl)-1,3-dioxo-isoindolin-5-yl]-4-piperidyl]acetaldehyde